Cl.Cl.CC1=CSC2=C1N=C(N=C2N)C(F)(F)F 7-methyl-2-(trifluoromethyl)thieno[3,2-d]pyrimidin-4-amine dihydrochloride